N1=C(C=NC=C1)NC=1C=CC2=C(C(NCCO2)=O)C1 7-(pyrazin-2-ylamino)-3,4-dihydrobenzo[f][1,4]oxazepin-5(2H)-one